CNC1=C(C=CC=C1[N+](=O)[O-])[N+](=O)[O-] N-methyl-2,6-dinitroaniline